4,5-dihydroxy-docosapentaenoic acid OC(C=CC(=O)O)=C(C=CC=CC=CCCCCCCCCCCC)O